silver bis(trifluoromethanesulfonyl) sulfide FC(S(=O)(=O)SS(=O)(=O)C(F)(F)F)(F)F.[Ag]